C(C)(=O)C=1C(=CC2=C(OCO2)C1)NC(C1=CC=C(C=C1)S(=O)(=O)N1CCCC2=CC=CC=C12)=O N-(6-acetylbenzo[d][1,3]dioxol-5-yl)-4-((3,4-dihydroquinolin-1(2H)-yl)sulfonyl)benzamide